ClC1=CC=C(C=C1)CN1C(CCC1=O)CC(=O)NS(=O)(=O)C 2-[1-[(4-chlorophenyl)methyl]-5-oxopyrrolidin-2-yl]-N-methylsulfonylacetamide